C1(CCCC1)CC(C(=O)OCCCCCCNCCCCO)CCCCCCCC 6-((4-Hydroxybutyl)amino)hexyl 2-(cyclopentylmethyl)-decanoate